1-(2-(4-cyclobutyl-2-hydroxyphenyl)-2,3,4,5,5a,6,8,9-octahydro-7H-1,2,5,7-tetraazabenzo[cd]azulen-7-yl)prop-2-en-1-one C1(CCC1)C1=CC(=C(C=C1)N1N=C2CCN(CC3C2=C1CCN3)C(C=C)=O)O